C(CC)(=O)O.C(CCCCCCCCCCC)(=O)N(CCN)CCO N-lauroyl-N-hydroxyethyl ethylenediamine propionate